ClC=1C(=NC(=C(N1)C)C1=C(C(=CC=C1)Cl)Cl)CO (3-chloro-6-(2,3-dichlorophenyl)-5-methylpyrazin-2-yl)methanol